C1=CC=C2C=3C(CC4N(C13)CCN(C4)CCNC(=O)C4CCOCC4)=CS2 N-(2-(6a,7,9,10-tetrahydropyrazino[1,2-a]thieno[4,3,2-de]quinolin-8(6H)-yl)ethyl)tetrahydro-2H-pyran-4-carboxamide